2-(3-(carboxymethyl)-2,5-dihydroxyphenyl)-1H-benzo[d]imidazole-5-carboxylic acid C(=O)(O)CC=1C(=C(C=C(C1)O)C1=NC2=C(N1)C=CC(=C2)C(=O)O)O